ClC=1C(=NN(C1CNCCC(=O)NCCCNC1=NC2=C(C3=CN=CC=C13)C=CC(=C2)C(=O)N)C)C2=CC=CC=C2 5-((3-(3-(((4-Chloro-1-methyl-3-phenyl-1H-pyrazol-5-yl)methyl)amino)propanamido)propyl)amino)benzo[c][2,6]naphthyridine-8-carboxamide